COC1=CC=C(C=C1)CN(C1=NC(=CC(=N1)C(=O)N(C)OC)OC)CC1=CC=C(C=C1)OC 2-[bis[(4-methoxyphenyl)methyl]amino]-N,6-dimethoxy-N-methyl-pyrimidine-4-carboxamide